tert-butyl 4-[[7-(2-cyano-3,6-difluoro-phenoxy)quinoxalin-2-yl]oxymethyl]piperidine-1-carboxylate C(#N)C1=C(OC2=CC=C3N=CC(=NC3=C2)OCC2CCN(CC2)C(=O)OC(C)(C)C)C(=CC=C1F)F